C1(CCCC1)CNC1=CC=C2C(=N1)CN(C2=O)CCNC(C)=O N-(2-(2-((cyclopentylmethyl)amino)-5-oxo-5,7-dihydro-6H-pyrrolo[3,4-b]pyridin-6-yl)ethyl)acetamide